(R)-2-(5-fluoro-6-(3-fluoropyrrolidin-1-yl)pyridin-3-yl)-5-(pyridin-3-yl)-4,5-dihydro-6H-imidazo[1,5-b]pyrazol-6-one hydrogen chloride salt Cl.FC=1C=C(C=NC1N1C[C@@H](CC1)F)C=1C=C2N(N1)C(N(C2)C=2C=NC=CC2)=O